C(C)(C)N(C1=CC2=C(C(=N1)COC(NC)=O)CN(C2=O)C2=NC(=CC=C2)C=2N1C(=NN2)CCC1C)C ((6-(isopropyl(methyl)amino)-2-(6-(5-methyl-6,7-dihydro-5H-pyrrolo[2,1-c][1,2,4]triazol-3-yl)pyridin-2-yl)-1-oxo-2,3-dihydro-1H-pyrrolo[3,4-c]pyridin-4-yl)methyl)(methyl)carbamate